(2R,4R)-1-(1-(3-chloro-2-fluoro-phenyl)cyclopropyl)-4-((3-fluoro-6-((5-methyl-1H-pyrazol-3-yl)-amino)pyridin-2-yl)methyl)-2-methylpiperidine-4-carboxylic acid ClC=1C(=C(C=CC1)C1(CC1)N1[C@@H](C[C@@](CC1)(C(=O)O)CC1=NC(=CC=C1F)NC1=NNC(=C1)C)C)F